(3-fluoropropyl)carbamate FCCCNC([O-])=O